tert-butyl 2,6-diazaspiro[3.4]octane-6-carboxylate hydrochloride Cl.C1NCC12CN(CC2)C(=O)OC(C)(C)C